1-(2-{[(3,6-dichloropyridazin-4-yl)carbonyl]amino}ethyl)-1H-imidazole-4-carboxylic acid ClC=1N=NC(=CC1C(=O)NCCN1C=NC(=C1)C(=O)O)Cl